tert-Butyl 4-(2-(2-(2-(2-(2-methoxyethoxy)ethoxy)ethoxy)ethoxy)ethylamino)phenethyl-carbamate COCCOCCOCCOCCOCCNC1=CC=C(CCNC(OC(C)(C)C)=O)C=C1